6-[1-(2,2,3,3,3-pentafluoropropyl)-1H-pyrazol-4-yl]-7-(trifluoromethyl)-1H,5H-imidazo[1,2-a]Pyrimidin-5-one FC(CN1N=CC(=C1)C1=C(N=C2N(C1=O)C=CN2)C(F)(F)F)(C(F)(F)F)F